S1N=CC(=C1)C1=CC2=C(NC(=N2)SCC2=NC=CC(=C2C)OCCCOC)C=C1 5-(isothiazol-4-yl)-2-[({4-[(3-methoxypropyl)oxy]-3-methylpyridin-2-yl}methyl)thio]-1H-benzo[d]imidazole